C(C)(C)(C)[Si](OC([C@@H](C(=O)O)NC(=O)OCC1C2=CC=CC=C2C=2C=CC=CC12)(C)C)(C)C (2S)-3-[tert-butyl-(dimethyl)silyl]oxy-2-(9H-fluoren-9-ylmethoxycarbonyl-amino)-3-methyl-butyric acid